FC1(CCC(CC1)C1=NC=CC(=C1N)C1=NC=CC=C1F)F 2-(4,4-difluorocyclohexyl)-4-(3-fluoro-2-pyridinyl)pyridin-3-amine